ethyl 2-(4-chloro-2,7-dimethyl-2H-benzo[e][1,3]oxazin-2-yl)acetate ClC1=NC(OC2=C1C=CC(=C2)C)(C)CC(=O)OCC